[Li].CN1C=NC(=C1)S(=O)(=O)N1CC(C1)C(=O)O 1-((1-methyl-1H-imidazol-4-yl)sulfonyl)azetidine-3-carboxylic acid lithium